diethyl-5-norbornene-2,3-dicarboxylic acid C(C)C1=C(C2C(C(C1C2)C(=O)O)C(=O)O)CC